4-(2-Amino-2-methylpropanoyl)-N-(1-(4-((4-aminopiperidin-1-yl)methyl)phenyl)-2-oxo-1,2-dihydropyrimidin-4-yl)-2-ethylpiperazine-1-carboxamide hydrochloride salt Cl.NC(C(=O)N1CC(N(CC1)C(=O)NC1=NC(N(C=C1)C1=CC=C(C=C1)CN1CCC(CC1)N)=O)CC)(C)C